C(C)(C)(C)OC(=O)N1[C@H]2CN(C[C@@H]1CC2)C2=NC(=NC1=C(C(=C(C=C21)F)C2=C(C(=CC(=C2)Cl)N(CC2=CC=C(C=C2)OC)CC2=CC=C(C=C2)OC)C#N)F)F (1R,5S)-3-(7-(3-(bis(4-methoxybenzyl)amino)-5-chloro-2-cyanophenyl)-2,6,8-trifluoroquinazolin-4-yl)-3,8-diazabicyclo[3.2.1]octane-8-carboxylic acid tert-butyl ester